4-(N-BENZYL-N-(4-METHOXYBENZYL)SULFAMOYL)PHENYLBORONIC ACID B(C1=CC=C(C=C1)S(=O)(=O)N(CC2=CC=CC=C2)CC3=CC=C(C=C3)OC)(O)O